FC(C1=NC(=NO1)C1=CC=C(C=N1)N=[SH2]=O)(F)F (6-(5-(trifluoromethyl)-1,2,4-oxadiazol-3-yl)pyridin-3-ylimino)-λ6-sulfanone